tert-butyl ((3R,6S)-6-((4-(1-(2,6-dioxopiperidin-3-yl)-3-methyl-2-oxo-2,3-dihydro-1H-benzo[d]imidazol-5-yl)piperidin-1-yl)methyl)tetrahydro-2H-pyran-3-yl)carbamate O=C1NC(CCC1N1C(N(C2=C1C=CC(=C2)C2CCN(CC2)C[C@@H]2CC[C@H](CO2)NC(OC(C)(C)C)=O)C)=O)=O